ClC1=CC=C2C=C(C=NC2=N1)N[C@@H]1CN(CC1)C(=O)OC(C)(C)C tert-butyl (S)-3-((7-chloro-1,8-naphthyridin-3-yl)amino)pyrrolidine-1-carboxylate